7-hydroxy-8-(3-methyl-6-(prop-1-en-2-yl)cyclohex-2-en-1-yl)-2-(4-nitrophenyl)-2-(2-oxopropyl)-5-pentyl-4H-benzo[d][1,3]dioxin-4-one OC=1C=C(C2=C(OC(OC2=O)(CC(C)=O)C2=CC=C(C=C2)[N+](=O)[O-])C1C1C=C(CCC1C(=C)C)C)CCCCC